ethyl 2-(4-(5-methylisothiazol-4-yl)cyclohexyl)acetate CC1=C(C=NS1)C1CCC(CC1)CC(=O)OCC